P(=O)(OC(C)N1N=CC(=C1)C=1SC=C(N1)C(NC=1C(=NN(C1)C1CCC(CC1)OCC)C1=NC(=CC=C1F)F)=O)([O-])[O-].[Ca+2] Calcium 1-(4-(4-((3-(3,6-difluoropyridin-2-yl)-1-((1r,4r)-4-ethoxycyclohexyl)-1H-pyrazol-4-yl)carbamoyl)thiazol-2-yl)-1H-pyrazol-1-yl)ethyl phosphate